(methoxymethyl)-4-oxo-chroman-6-carboxylic acid methyl ester COC(=O)C=1C=C2C(CC(OC2=CC1)COC)=O